SCC(C[SiH2]C(OCC)OCC)C 3-mercapto-2-methylpropyl(diethoxymethylsilane)